FC1(CN(CCC1)CC[C@@H](CC(=O)O)NC(=O)C1=NN(C(=N1)C1=NC=CC=C1)C1=C(C=CC=C1)C(F)(F)F)F (3S)-5-(3,3-difluoropiperidin-1-yl)-3-{[5-(pyridin-2-yl)-1-[2-(trifluoromethyl)phenyl]-1H-1,2,4-triazol-3-yl]formamido}pentanoic acid